5-bromo-2-(dipropylamino)indane BrC=1C=C2CC(CC2=CC1)N(CCC)CCC